FC(CO)(F)F β,β,β-trifluoroethanol